8-(6-methoxy-4-methylbenzo[d]thiazol-2-yl)-3-(methoxymethyl)quinoxaline-6-carboxylic acid methyl ester COC(=O)C=1C=C2N=C(C=NC2=C(C1)C=1SC2=C(N1)C(=CC(=C2)OC)C)COC